CC1=NC(=NC2=C(C=C(C=C12)C)C)N=C(N)N 2-(4,6,8-trimethylquinazolin-2-yl)guanidine